C(C)(C)C=1S(C=C(N1)C(C)C)=O 2,4-diisopropylthiazolone